3,5-dimethyl-4-[(4,4,5,5-tetramethyl-1,3,2-dioxaborolan-2-yl)phenyl]Isoxazole CC1=NOC(=C1C1=C(C=CC=C1)B1OC(C(O1)(C)C)(C)C)C